β-(3-thienyl)alanine S1C=C(C=C1)C[C@H](N)C(=O)O